5-(3-isopropyl-5-(1-(oxetan-3-yl)azetidin-3-yl)-1H-indol-2-yl)-1,3,4-trimethylpyridin-2(1H)-one C(C)(C)C1=C(NC2=CC=C(C=C12)C1CN(C1)C1COC1)C=1C(=C(C(N(C1)C)=O)C)C